4-fluoro-N-(1-(((1s,4s)-4-(6-fluoroquinolin-4-yl)cyclohexyl)methyl)cyclopropyl)benzamide FC1=CC=C(C(=O)NC2(CC2)CC2CCC(CC2)C2=CC=NC3=CC=C(C=C23)F)C=C1